COC(=O)C=1SC2=C(N1)C(=CC=C2)Br 4-Bromobenzo[d]thiazole-2-carboxylic acid methyl ester